COC(C1=CC(=C(C=C1)F)CNC(CN1N=C(C=2C(=CC=CC12)C1=C(C=C2C=NN(C2=C1)C)F)C1CCNCC1)=O)=O.OC1=C(C=C(C=C1CCCCCCCCCCCCCC)C)N1N=C2C(=N1)C=CC=C2 2-(2'-hydroxy-3'-tetradecyl-5'-methylphenyl)benzotriazole methyl-4-fluoro-3-({2-[5'-fluoro-1'-methyl-3-(piperidin-4-yl)-[4,6'-biindazol]-1-yl]acetamido}methyl)benzoate